C(C)(C)(C)C1=NCN(O1)CC1=C(C=C(C=C1)C1=NC=NN2C1=CC(=C2)CCC(CO)(F)F)C 5-tert-butyl-N-[[4-[6-(3,3-difluoro-4-hydroxy-butyl)pyrrolo[2,1-f][1,2,4]triazin-4-yl]-2-methyl-phenyl]methyl]-1,2,4-oxadiazole